7,7'-((((1r,3r)-adamantane-2,2-diyl)bis(4,1-phenylene))bis(oxy))bis(heptan-1-amine) hydrochlorid Cl.C12C(C3CC(CC(C1)C3)C2)(C2=CC=C(C=C2)OCCCCCCCN)C2=CC=C(C=C2)OCCCCCCCN